1H,5H,11H,15H-Xantheno[2,3,4-ij:5,6,7-i'j']diquinolizin-18-ium C1C=2C3=C(C=CCN3C=C1)C=C1C=C3C=C4CC=CN5CC=CC(=C45)C3=[O+]C12